The molecule is the ethyl ester of clofibric acid. It has a role as an anticholesteremic drug and an antilipemic drug. It is an aromatic ether, a member of monochlorobenzenes and an ethyl ester. It derives from a clofibric acid. CCOC(=O)C(C)(C)OC1=CC=C(C=C1)Cl